didodecyl-benzene iodonium salt [IH2+].C(CCCCCCCCCCC)C1=C(C=CC=C1)CCCCCCCCCCCC